3-fluoro-2,2-dimethyl-2,3-dihydrobenzo[b]thiophen 1,1-dioxide FC1C2=C(S(C1(C)C)(=O)=O)C=CC=C2